C(C)(C)(C)OC(=O)NC=1C=C(C=C(C1)Cl)/C=C/C(=O)OC methyl (E)-3-(3-((tert-butoxy carbonyl)amino)-5-chlorophenyl)acrylate